CC1CCC(N(C1)C(C(=O)OCC(F)(F)F)=O)C1=CC(=CC=C1)C(F)(F)F 2,2,2-trifluoroethyl 2-(5-methyl-2-(3-(trifluoromethyl)phenyl)piperidin-1-yl)-2-oxoacetate